ClC=1C=CC2=C(C(=C(O2)C=2N=C(C3=C(N2)N2C(=C3)C=NCC2(C)C)N)C)C1 (5-chloro-3-methylbenzofuran-2-yl)-9,9-dimethyl-8,9-dihydropyrazino[1',2':1,5]pyrrolo[2,3-d]pyrimidin-4-amine